FC(C(=O)O)(F)F.C(CC)N1CCN(CC1)C1=NC=CC(=N1)C1=NC=CC(=N1)C#CC=1C=C2C=NNC2=CC1 5-((2'-(4-Propylpiperazin-1-yl)-[2,4'-bipyrimidin]-4-yl)ethynyl)-1H-indazole trifluoroacetate